N1(CCCCC1)C(=O)O[C@H]1C[C@H](CC1)C1=CC(=NN1)NC(COC1=C(C(=CC(=C1)OC)OCC1=CC=CC=C1)C=O)=O (1R,3S)-3-(3-(2-(3-(benzyloxy)-2-formyl-5-methoxyphenoxy)acetamido)-1H-pyrazol-5-yl)cyclopentyl piperidine-1-carboxylate